C(C(=C)C)(=O)O.C(C1CO1)OCC1CO1 glycidyl ether methacrylate